[O-2].[Nb+5].[Ru+3].[O-2].[O-2].[O-2] Ruthenium niobium oxide